N-({4-amino-1-methyl-1H-pyrazolo[4,3-c]quinolin-7-yl}methyl)-6-cyano-N-(4-fluoro-2-methanesulfonylphenyl)pyridine-3-carboxamide NC1=NC=2C=C(C=CC2C2=C1C=NN2C)CN(C(=O)C=2C=NC(=CC2)C#N)C2=C(C=C(C=C2)F)S(=O)(=O)C